2-diethylamino-1,4-diacryloyloxynaphthalene C(C)N(C1=C(C2=CC=CC=C2C(=C1)OC(C=C)=O)OC(C=C)=O)CC